ONC(=O)C=1C(=C(C=CC1)N1CC(C1)OC1=CC=C(C=C1)CC(NC=1C=NC=CC1)=O)C1=CC=CC=C1 N-hydroxy-6-(3-(4-(2-oxo-2-(pyridine-3-ylamino)ethyl)phenoxy)azetidin-1-yl)-[1,1'-biphenyl]-2-carboxamide